N-(3-bromo-4-fluorophenyl)-N'-hydroxy-4-((2-(4-(1-hydroxypropyl)-1H-1,2,3-triazol-1-yl)ethyl)amino)-1,2,5-oxadiazole-3-formamidine BrC=1C=C(C=CC1F)NC(=NO)C1=NON=C1NCCN1N=NC(=C1)C(CC)O